2-((4-chlorophenyl)ethynyl)-6-(1-methyl-1H-imidazol-4-yl)-4-nitroaniline ClC1=CC=C(C=C1)C#CC1=C(N)C(=CC(=C1)[N+](=O)[O-])C=1N=CN(C1)C